BrC1=CC=C(C=C1)C(CNC(=O)[C@H]1N(CCC1)C(=O)OC(C)(C)C)(O)C1=CC=C(C=C1)Cl tert-butyl (2S)-2-((2-(4-bromophenyl)-2-(4-chlorophenyl)-2-hydroxyethyl)carbamoyl)pyrrolidine-1-carboxylate